C(C)(=O)C1=CC(=C(COC2=CC=CC(=N2)C2CCN(CC2)CC2=NC3=C(N2C[C@H]2OCC2)C=C(C=C3)C(=O)OC)C=C1)OC1CC1 methyl (S)-2-((4-(6-((4-acetyl-2-cyclopropoxybenzyl)oxy)pyridin-2-yl)piperidin-1-yl)methyl)-1-(oxetan-2-ylmethyl)-1H-benzo[d]imidazole-6-carboxylate